methyl-dimethoxyvinylsilane C[SiH2]C=C(OC)OC